(4-(aminomethyl)isoindolin-2-yl)(2-(benzyloxy)-4,6-dihydroxyphenyl)methanone hydrochloride Cl.NCC1=C2CN(CC2=CC=C1)C(=O)C1=C(C=C(C=C1O)O)OCC1=CC=CC=C1